4-amino-N-cyclobutylbenzenesulfonamide NC1=CC=C(C=C1)S(=O)(=O)NC1CCC1